methyl (3S)-3-(3-(3,5-dimethyl-1H-pyrazol-1-yl)phenyl)-4-(5-fluoro-2-((5,6,7,8-tetrahydro-1,8-naphthyridin-2-yl)methyl)-2,7-diazaspiro[3.5]nonan-7-yl)butanoate CC1=NN(C(=C1)C)C=1C=C(C=CC1)[C@H](CC(=O)OC)CN1CC(C2(CN(C2)CC2=NC=3NCCCC3C=C2)CC1)F